ClC=1C=C(C=CC1)C1=NC(=NC(=N1)C=1C=CC2=C(OC3=C2C=CC=C3)C1)C1=CC=CC=C1 2-(3-chlorophenyl)-4-(dibenzo[b,d]furan-3-yl)-6-phenyl-1,3,5-triazine